C(C=C)OCC(C(=O)OCCOCCOCCOC)=C methoxyethoxyethoxyethyl α-allyloxymethylacrylate